1-(4-(1,3-dioxolan-2-yl)phenyl)-1H-pyrazole-4-carboxylic acid O1C(OCC1)C1=CC=C(C=C1)N1N=CC(=C1)C(=O)O